ethynyl-bromophenol C(#C)C=1C(=C(C=CC1)O)Br